2-(2,6-dichlorobenzamido)-3-(3-((3-(5,6,7,8-tetrahydro-1,8-naphthyridin-2-yl)propoxy)methyl)cyclobutyl)propanoic acid ClC1=C(C(=O)NC(C(=O)O)CC2CC(C2)COCCCC2=NC=3NCCCC3C=C2)C(=CC=C1)Cl